9,9-Dimethyl-7-(9-phenyl-9H-carbazol-3-yl)-9H-fluoren-2-amine CC1(C2=CC(=CC=C2C=2C=CC(=CC12)N)C=1C=CC=2N(C3=CC=CC=C3C2C1)C1=CC=CC=C1)C